NC=1N=CC(=NC1OCC1=C(C(=CC=C1F)F)Cl)C=1C=C(C=CC1)C(=O)N1C[C@@H](CC1)N {3-[5-amino-6-(2-chloro-3,6-difluoro-benzyloxy)-pyrazin-2-yl]-phenyl}-[(3R)-3-amino-pyrrolidin-1-yl]-methanone